norbornenylethyldimethylmethoxysilane C12(C=CC(CC1)C2)CC[Si](OC)(C)C